C(C)N1C(C(N(CC1)C(=O)N[C@@H](C(=O)N[C@@H]1B(OC2=C(C1)C=CC=C2C(=O)O)O)C2=CC(=C(C=C2)CP(=O)(O)O)F)=O)=O (R)-3-((R)-2-(4-ethyl-2,3-dioxopiperazine-1-carboxamido)-2-(3-fluoro-4-(phosphonomethyl)phenyl)acetamido)-2-hydroxy-3,4-dihydro-2H-benzo[e][1,2]oxaborinine-8-carboxylic acid